1-mercaptoethyltriethoxysilane SC(C)[Si](OCC)(OCC)OCC